7-{(2-hydroxyethyl)[7-(nonylcarbonyloxy)heptyl]amino}heptyl 2-(7-fluoroheptyl)decanoate FCCCCCCCC(C(=O)OCCCCCCCN(CCCCCCCOC(=O)CCCCCCCCC)CCO)CCCCCCCC